C(#C)C=1C=NC=CC1 (d)-3-ethynylpyridine